C1=CC=CC=2C3=CC=CC=C3C(C12)COC(=O)N[C@H](C(=O)OCC1=CC=CC=C1)CCCO benzyl (2S)-2-(9H-fluoren-9-ylmethoxycarbonyl-amino)-5-hydroxy-pentanoate